nitric acid, m-chlorobenzoic acid salt ClC=1C=C(C(=O)O)C=CC1.[N+](=O)(O)[O-]